methylbenzeneAt COC(=O)C1=CC=CC=C1